FC(S(=O)(=O)C(S(=O)(=O)C(F)(F)F)S(=O)(=O)C(F)(F)F)(F)F tri(trifluoromethyl-sulfonyl)methane